diaminopropyl terephthalate C(C1=CC=C(C(=O)[O-])C=C1)(=O)OCCC(N)N